(R)-N-methyl-3-(5-methyl-2-(trifluoromethyl)pyridin-4-yl)-5-oxo-5-(piperidin-1-yl)pentanamide CNC(C[C@H](CC(N1CCCCC1)=O)C1=CC(=NC=C1C)C(F)(F)F)=O